C(C)(C)(C)OC(=O)N1[C@@H]2CO[C@](C1)(C2)C(=O)O (1S,4S)-5-(tert-butoxycarbonyl)-2-oxa-5-azabicyclo[2.2.1]heptane-1-carboxylic acid